4-(3-methyl-5-phenylisoxazol-4-yl)benzenesulfonamide CC1=NOC(=C1C1=CC=C(C=C1)S(=O)(=O)N)C1=CC=CC=C1